methyl (1S,2S)-2-(((6-(4-(((benzyloxy)carbonyl)amino)-3-methylisoxazol-5-yl)-2-methyl pyridin-3-yl)oxy)methyl)cyclohexane-1-carboxylate C(C1=CC=CC=C1)OC(=O)NC=1C(=NOC1C1=CC=C(C(=N1)C)OC[C@@H]1[C@H](CCCC1)C(=O)OC)C